ClC1=CC=C2C(=CNC2=C1)S(=O)(=O)NC1=NC(=C(C(=N1)OC)CCC#N)OC 6-chloro-N-[5-(2-cyanoethyl)-4,6-dimethoxy-pyrimidin-2-yl]-1H-indole-3-sulfonamide